methyl (8S)-7-[(2S)-2-[[4-(2,4-difluorophenyl)benzoyl]amino]propanoyl]-1,4-dioxa-7-azaspiro[4.4]nonane-8-carboxylate FC1=C(C=CC(=C1)F)C1=CC=C(C(=O)N[C@H](C(=O)N2CC3(OCCO3)C[C@H]2C(=O)OC)C)C=C1